3-(7-fluoro-2-methyl-4-Oxoquinazolin-3(4H)-yl)piperidine-2,6-dione FC1=CC=C2C(N(C(=NC2=C1)C)C1C(NC(CC1)=O)=O)=O